FC=1C(=C(C=CC1F)[C@H]1[C@H](O[C@]([C@@H]1C)(C(F)(F)F)C)C(=O)NC1=CC(=NC=C1C)C(=O)N)OC 4-[[(2S,3S,4R,5R)-3-(3,4-Difluoro-2-methoxy-phenyl)-4,5-dimethyl-5-(trifluoromethyl)tetrahydrofuran-2-carbonyl]amino]-5-methyl-pyridin-2-carboxamid